C(C)NP(=O)(NCC1=CC=C(C=C1)C1=CC=NC=2NC(C=CC12)=O)NCC diethyl-(4-(7-oxo-7,8-dihydro-1,8-naphthyridin-4-yl)benzyl)phosphoramide